FC=1C=C(CN2CC=3C(N(N=C(C3CC2)C)CC2=CC=C(C=C2)CO)=O)C=C(C1)F 6-(3,5-difluorobenzyl)-3-(4-(hydroxymethyl)benzyl)-1-methyl-5,6,7,8-tetrahydropyrido[3,4-d]pyridazin-4(3H)-one